C(C)(C)(C)OC(N[C@@H]1C(N(C2=C(OC1)C=CC(=C2)OCC(C2=NC=CC=C2)=O)C)=O)=O (S)-(5-methyl-4-oxo-7-(2-oxo-2-(pyridin-2-yl)ethoxy)-2,3,4,5-tetrahydrobenzo[b][1,4]oxazepin-3-yl)carbamic acid tert-butyl ester